{4-[(5S)-5-(aminomethyl)-2-oxo-1,3-oxazolidin-3-yl]phenyl}morpholin-3-one hydrochloride Cl.NC[C@H]1CN(C(O1)=O)C1=CC=C(C=C1)N1C(COCC1)=O